CC=1C=C2C(C=C(OC2=C(C1)C(C)NC1=C(C(=O)O)C=CC=C1)C=1C=CC=2N(C1)C=NN2)=O 2-[1-[6-Methyl-4-oxo-2-([1,2,4]triazolo[4,3-a]pyridin-6-yl)chromen-8-yl]ethylamino]benzoic acid